2,2'-methylenebis[6-(2H-benzotriazol-2-yl)-4-(2,4,4-trimethyl-2-pentyl)phenol] C(C1=C(C(=CC(=C1)C(C)(CC(C)(C)C)C)N1N=C2C(=N1)C=CC=C2)O)C2=C(C(=CC(=C2)C(C)(CC(C)(C)C)C)N2N=C1C(=N2)C=CC=C1)O